3-amino-N-tert-butyl-5-[4-(trifluoromethyl)-phenyl]-benzamide NC=1C=C(C(=O)NC(C)(C)C)C=C(C1)C1=CC=C(C=C1)C(F)(F)F